6-fluoro-N-(2-azaspiro[3.3]heptane-6-yl)quinolin-4-amine hydrochloride Cl.FC=1C=C2C(=CC=NC2=CC1)NC1CC2(CNC2)C1